6-(difluoromethyl)pyridazine-4-carboxylic acid ethyl ester C(C)OC(=O)C1=CN=NC(=C1)C(F)F